C(CCC)[C@@H]1CS(C2=C(N(C1)C1=CC=C(C=C1)F)C=C(C(=C2)O/C=C/C(=O)O)SC)(=O)=O (S)-(E)-3-((3-butyl-5-(4-fluorophenyl)-7-(methylthio)-1,1-dioxo-2,3,4,5-tetrahydro-1,5-benzothiazepin-8-yl)oxy)acrylic acid